C1(CC1)N(CC[C@@H](C(=O)OC)NC(=O)N1C[C@@H](CC1)F)CCCCC1=NC=2NCCCC2C=C1 methyl (S)-4-(cyclopropyl(4-(5,6,7,8-tetrahydro-1,8-naphthyridin-2-yl)butyl)amino)-2-((R)-3-fluoropyrrolidine-1-carboxamido)butanoate